BrC=1C=CC=2N(C3=CC=C(C=C3OC2C1)C1=CC=CC2=CC=CC=C12)C 3-bromo-10-methyl-7-(naphthalen-1-yl)-10H-phenoxazine